2-[(6-chloro-5-fluoropyridin-3-yl)oxy]acetyl chloride ClC1=C(C=C(C=N1)OCC(=O)Cl)F